N-(2-aminoethyl)-2-((2-(2,6-dioxopiperidin-3-yl)-1,3-dioxoisoindolin-4-yl)oxy)acetamide NCCNC(COC1=C2C(N(C(C2=CC=C1)=O)C1C(NC(CC1)=O)=O)=O)=O